copper (ammonium) [NH4+].[Cu+2]